(S)-2-(2-Chloro-5-isopropyl-8-oxothieno[2',3':4,5]pyrrolo[1,2-d][1,2,4]triazin-7(8H)-yl)-N-(pyrrolidin-3-yl)acetamid ClC1=CC2=C(C=C3N2C(=NN(C3=O)CC(=O)N[C@@H]3CNCC3)C(C)C)S1